FC(CN1CCN(CC1)CC1=CC=2N(C=C1)N=CC2N2C(NC(CC2)=O)=O)(F)F 1-(5-((4-(2,2,2-trifluoroethyl)piperazin-1-yl)methyl)pyrazolo[1,5-a]pyridin-3-yl)dihydropyrimidine-2,4(1H,3H)-dione